C[Si](CCOCOC1=C(C=CC2=C1CCO2)B2OC(C(O2)(C)C)(C)C)(C)C Trimethyl-[2-[[5-(4,4,5,5-tetramethyl-1,3,2-dioxaborolan-2-yl)-2,3-dihydrobenzofuran-4-yl]oxymethoxy]ethyl]silane